O=C1NC(CC[C@@H]1[N-]CC1=C(C=CC=C1)F)=O N-((S)-2,6-dioxopiperidine-3-yl)-2-fluorobenzylamide